CN(C/C=C/C(=O)N1[C@@](CCC1)(C)C#CC=1C=NC=CC1N1C=C(C=2C(NCCC21)=O)NC2=C(C(=CC=C2)F)OC)C (3-{2-[(2R)-1-[(2E)-4-(dimethylamino)but-2-enoyl]-2-methylpyrrolidin-2-yl]ethynyl}pyridin-4-yl)-3-[(3-fluoro-2-methoxyphenyl)amino]-1H,5H,6H,7H-pyrrolo[3,2-c]pyridin-4-one